NC(C(=O)O)(CCCCB(O)O)CCCOC 2-amino-6-borono-2-(3-methoxypropyl)hexanoic acid